C(C)(C)OC(=O)NS(OC[C@H]1O[C@H]([C@H]([C@@H]1O)F)N1C2=NC=NC(=C2N=C1)NC1=CC(=CC=C1)SC(F)(F)F)(=O)=O ((2R,3R,4S,5R)-4-fluoro-3-hydroxy-5-(6-((3-((trifluoromethyl)thio)phenyl)amino)-9H-purin-9-yl)tetrahydrofuran-2-yl)methyl (isopropoxycarbonyl)sulfamate